ClC1=C(C=CC=C1C1=C(C(=NC=C1)C=1C=C2CCNCC2=C(C1)OC)Cl)C1=CC=C(C(=N1)OC)CNC[C@@H]1CCC(N1)=O (5S)-5-[[[6-[2-chloro-3-[3-chloro-2-(8-methoxy-1,2,3,4-tetrahydroisoquinolin-6-yl)-4-pyridyl]phenyl]-2-methoxy-3-pyridyl]methylamino]methyl]pyrrolidin-2-one